CC1=C(C=C(C=C1)NC(=O)C1=NC=CC(=C1)C(F)(F)F)C1=CC2=C(N=C(N=C2)SC)N2C1=NCC2 N-(4-methyl-3-(2-(methylsulfanyl)-8,9-dihydroimidazo[1',2':1,6]pyrido[2,3-d]pyrimidin-6-yl)phenyl)-4-(trifluoromethyl)pyridineamide